ClC1=NN2C(C=CC(=C2)S(=O)(=O)C)=N1 2-chloro-6-methanesulfonyl-[1,2,4]triazolo[1,5-a]pyridine